CC=1C(=C2C(C(=O)OC2=O)=CC1)C#C 4-methyl-ethynylphthalic anhydride